3-((11-phenoxyundecyl)thio)propan-1-ol O(C1=CC=CC=C1)CCCCCCCCCCCSCCCO